C(C)(C)(C)OC(=O)N1C(CC=CC1)C=1C2=C(N=CN1)NC(=C2)Br (6-bromo-7H-pyrrolo[2,3-d]pyrimidin-4-yl)-3,6-dihydropyridine-1(2H)-carboxylic acid tert-butyl ester